3-(methacryloyloxy)propyl-triethoxysilane C(C(=C)C)(=O)OCCC[Si](OCC)(OCC)OCC